ClC1=C(C=C(C=C1)CO)B(O)O 2-CHLORO-5-HYDROXYMETHYLPHENYLBORONIC ACID